O1COC2=C1C=CC=C2CNCC=2SC=CC2 1-(1,3-benzodioxol-4-yl)-N-(2-thienylmethyl)methylamine